5-bromo-N2-(3-methoxy-4-((4-methoxybenzyl)oxy)benzyl)pyridine-2,3-diamine BrC=1C=C(C(=NC1)NCC1=CC(=C(C=C1)OCC1=CC=C(C=C1)OC)OC)N